methyl (1-(3-bromophenyl)cyclopropyl)(2-((tert-butoxycarbonyl)amino)-2-methylpropyl)carbamate BrC=1C=C(C=CC1)C1(CC1)N(C(OC)=O)CC(C)(C)NC(=O)OC(C)(C)C